N-(1-(5-(4,4-difluoropiperidin-1-yl)-2,9-dimethylimidazo[1,2-c]quinazolin-7-yl)ethylidene)-2-methylpropane-2-sulfinamide FC1(CCN(CC1)C1=NC=2C(=CC(=CC2C=2N1C=C(N2)C)C)C(C)=NS(=O)C(C)(C)C)F